2-(1-methyl-1H-1,2,4-triazol-5-yl)-1-(4-(3-(4-(trifluoromethoxy)phenyl)-1,2,4-oxadiazol-5-yl)piperidin-1-yl)ethan-1-one CN1N=CN=C1CC(=O)N1CCC(CC1)C1=NC(=NO1)C1=CC=C(C=C1)OC(F)(F)F